N-(2-chlorophenyl)-N-methyl-imidazo[1,2-a]pyrazine-6-carboxamide ClC1=C(C=CC=C1)N(C(=O)C=1N=CC=2N(C1)C=CN2)C